FC1=CC(=C(C(=O)NC=2C=CC=C3C=CC=NC23)C=C1F)C=C 4,5-difluoro-N-(quinolin-8-yl)-2-vinylbenzamide